3-methoxy-5-(5-morpholino-1-(tetrahydrofuran-3-yl)-1H-benzo[d]imidazol-2-yl)benzene-1,2-diol COC1=C(C(=CC(=C1)C1=NC2=C(N1C1COCC1)C=CC(=C2)N2CCOCC2)O)O